trans-2-hexadecene-1,16-dicarboxylic acid C(\C=C\CCCCCCCCCCCCCC(=O)O)C(=O)O